NC1=NN2C(C=C(C=C2)C2=CC=3C(N(CC4(OC3N=C2)CC4)CC4=C(C=CC(=C4)OC(F)(F)F)F)=O)=N1 7'-(2-Amino-[1,2,4]triazolo[1,5-a]pyridin-7-yl)-4'-(2-fluoro-5-(trifluoromethoxy)benzyl)-3',4'-dihydro-5'H-spiro[cyclopropane-1,2'-pyrido[3,2-f][1,4]oxaazepin]-5'-one